trans-3-Methyl-2-Penten CC(=CC)CC